pentanediamine nonanedioate C(CCCCCCCC(=O)O)(=O)O.C(CCCC)(N)N